NC=1C(NC2=CC=C(C=C2C1C1=CC(N(C=C1)C)=O)Cl)=O 3-amino-6-chloro-4-(1-methyl-2-oxopyridin-4-yl)-1H-quinolin-2-one